(3-(2-(2H-tetrazol-5-yl)ethyl)phenyl)-4-((2-methyl-4-phenylthiazol-5-yl)oxy)pyridin-2-amine N=1NN=NC1CCC=1C=C(C=CC1)C=1C(=NC=CC1OC1=C(N=C(S1)C)C1=CC=CC=C1)N